C[C@H]1N([C@H](CN(C1)C1=NC=C(C=N1)C(F)(F)F)C)C(=O)OC1CC2(CN(C2)CC2=C(C=CC=C2F)F)C1 2-[(2,6-difluorophenyl)methyl]-2-azaspiro[3.3]heptan-6-yl (2R,6S)-2,6-dimethyl-4-[5-(trifluoromethyl)pyrimidin-2-yl]piperazine-1-carboxylate